4-chloro-6-ethynyl-1-methyl-1H-indol ClC1=C2C=CN(C2=CC(=C1)C#C)C